5-(3-(2,2-Difluoroethyl)-2-methyl-3H-imidazo[4,5-b]pyridin-5-yl)-N4-methyl-N2-(3-methyl-3-azabicyclo[3.2.1]octan-8-yl)pyrrolo[2,1-f][1,2,4]triazine-2,4-diamine FC(CN1C(=NC=2C1=NC(=CC2)C=2C=CN1N=C(N=C(C12)NC)NC1C2CN(CC1CC2)C)C)F